4-methylnonane-1-ol CC(CCCO)CCCCC